OC1=C(C=C(C=C1)C(C1=CC=CC=C1)C(=O)C(C1=CC=CC=C1)C1=CC(=C(C=C1)O)C)C 4-hydroxy-3-methylphenylbenzyl ketone